4-([(3-ACETYLPHENYL)CARBAMOYL]AMINO)BUTANOIC ACID C(C)(=O)C=1C=C(C=CC1)NC(=O)NCCCC(=O)O